Cl.CN1N=C(C2=CC=C(C=C12)OCCN1CCNCC1)C1C(NC(CC1)=O)=O 3-(1-methyl-6-(2-(piperazin-1-yl)ethoxy)-1H-indazol-3-yl)piperidine-2,6-dione hydrochloride